Muconolactone Sodium Salt [Na].C1(\C=C\C=C\CO1)=O